isopropyl-octanediol C(C)(C)C(CCCCCCC)(O)O